The molecule is a member of the class of 7-hydroxyisoflavones that is genistein substituted by prenyl groups at positions 6 and 8. It has been isolated from Derris scandens and Glycyrrhiza uralensis. It has a role as a plant metabolite and an antibacterial agent. It derives from a genistein. CC(=CCC1=C(C(=C2C(=C1O)C(=O)C(=CO2)C3=CC=C(C=C3)O)CC=C(C)C)O)C